[O-2].[O-2].[O-2].[O-2].[V+4].[V+4] divanadium(IV) tetroxide